((4-cyano-2,6-difluorophenethyl)amino)-2-phenylacetic acid ethyl ester C(C)OC(C(C1=CC=CC=C1)NCCC1=C(C=C(C=C1F)C#N)F)=O